2-(3,4-dimethoxyphenyl)-5-(4-(4-isobutylpiperazin-1-yl)piperidin-1-yl)-3-isopropyl-1H-indole COC=1C=C(C=CC1OC)C=1NC2=CC=C(C=C2C1C(C)C)N1CCC(CC1)N1CCN(CC1)CC(C)C